1-(2,6-dichlorobenzyl)-N-(4-(ethylsulfonyl)benzyl)-1H-indole-5-carboxamide ClC1=C(CN2C=CC3=CC(=CC=C23)C(=O)NCC2=CC=C(C=C2)S(=O)(=O)CC)C(=CC=C1)Cl